C(C)(C)OC(=O)C=1C=C2C(C=C(NC2=CC1)C1=CC=CC=C1)=O 4-oxo-2-phenyl-1,4-dihydroquinoline-6-carboxylic acid isopropyl ester